Cl.N1(N=CC=C1)C1=C2CCO[C@H](C2=CC=C1)CN (R)-(5-(1H-pyrazol-1-yl)isochroman-1-yl)methanamine hydrochloride salt